O1C(C1)COCC(CO)(COCC1OC1)COCC1OC1 3-(oxiranylmethoxy)-2,2-bis[(oxiranylmethoxy)-methyl]propanol